ClC=1C=C(C=C(C1)F)[C@H](CO)NC(=O)C=1OC=C(N1)C1=NC(=NC=C1)NC1CCOCC1 (R)-N-(1-(3-chloro-5-fluorophenyl)-2-hydroxyethyl)-4-(2-((tetrahydro-2H-pyran-4-yl)amino)pyrimidin-4-yl)oxazole-2-carboxamide